NC1=CC(=C(OC2=CC(=CN=N2)C(F)(F)F)C(=C1)Cl)Cl 6-(4-amino-2,6-dichlorophenoxy)-4-(trifluoromethyl)pyridazin